5-(((S)-1-(3-((S)-4-(5-cyclopropylpyrimidin-2-yl)-2-(hydroxymethyl)piperazin-1-yl)-3-oxopropoxy)propan-2-yl)amino)-4-(trifluoromethyl)pyridazin-3(2H)-one C1(CC1)C=1C=NC(=NC1)N1C[C@H](N(CC1)C(CCOC[C@H](C)NC1=C(C(NN=C1)=O)C(F)(F)F)=O)CO